(7aR,11aS)-5-chloro-4-fluoro-12-methyl-2-((7-methyloctahydropyrido[2,1-c][1,4]oxazin-7-yl)methoxy)-7a,8,10,11,11a,12-hexahydro-7,9-dioxa-1,3,6,12-tetraazapleiadene ClC1=C(C2=NC(=NC=3N([C@H]4CCOC[C@@H]4OC(=N1)C23)C)OCC2(CCC3COCCN3C2)C)F